O1CC(CC1)N1N=CC=2C(NC=3C=CC=CC3C21)=O (tetrahydrofuran-3-yl)-1H-pyrazolo[4,3-c]quinolin-4(5H)-one